8-[(3R)-3-tert-butyloxycarbonylamino-1-piperidinyl]-7-(2-butynyl)-3,7-dihydro-3-methyl-1-[(4-methyl-2-quinazolinyl)methyl]-1H-purine-2,6-dione C(C)(C)(C)OC(=O)N[C@H]1CN(CCC1)C1=NC=2N(C(N(C(C2N1CC#CC)=O)CC1=NC2=CC=CC=C2C(=N1)C)=O)C